8-fluoro-7-isopropoxy-2-(1-methyl-2-oxabicyclo[2.2.1]hept-4-yl)imidazo[1,2-a]pyridine-6-carboxylic acid FC=1C=2N(C=C(C1OC(C)C)C(=O)O)C=C(N2)C21COC(CC2)(C1)C